N1N=NN=C1C1=C(C=CC=C1)C1=CC=C(C=C1)CN1C(=NC2(C1=O)CC(CC2)N=[N+]=[N-])CCCC 3-((2'-(1H-tetrazol-5-yl)-[1,1'-biphenyl]-4-yl)methyl)-7-azido-2-butyl-1,3-diazaspiro[4.4]non-1-en-4-one